(7S,13S)-12-hydroxy-13-methyl-1,11-dioxo-N-(2,4,6-trifluorobenzyl)-1,4,5,6,7,11-hexahydro-3H-2,7-methanopyrido[1,2-a][1,4]diazonine-10-carboxamide OC=1C(C(=CN2C1C(N1CCCC[C@H]2[C@@H]1C)=O)C(=O)NCC1=C(C=C(C=C1F)F)F)=O